FC1=CC=C(C=C1)C1=C(N(C=N1)CC(F)(F)F)C=1NC=C(N1)C(=O)NC1=CC=C(C=C1)N1CC[N+](CC1)(C)[O-] 4-(4-(5'-(4-fluorophenyl)-3'-(2,2,2-trifluoroethyl)-1H,3'H-[2,4'-biimidazole]-4-carboxamido)phenyl)-1-methylpiperazine 1-oxide